2-(tert-butoxy)-N,N,N-trimethyl-2-oxoethan-1-aminium chloride [Cl-].C(C)(C)(C)OC(C[N+](C)(C)C)=O